3-Hydroxy-2,2,4-trimethylpentyl isobutyrate C(C(C)C)(=O)OCC(C(C(C)C)O)(C)C